1-(4-{1-(1-Ethyl-propyl)-7-[(R)-1-(6-fluoro-quinolin-3-yl)-ethylamino]-1H-pyrazolo[4,3-d]pyrimidin-5-yl}-piperazin-1-yl)-ethanon C(C)C(CC)N1N=CC=2N=C(N=C(C21)N[C@H](C)C=2C=NC1=CC=C(C=C1C2)F)N2CCN(CC2)C(C)=O